[(3R)-3-amino-1-piperidyl]-[2-[9-(2-hydroxyethyl)-1,9-diazatricyclo[6.3.1.04,12]dodeca-2,4(12),5,7-tetraen-2-yl]-7-methoxy-1-methyl-benzimidazol-5-yl]methanone N[C@H]1CN(CCC1)C(=O)C1=CC2=C(N(C(=N2)C=2N3CCN(C4=CC=CC(C2)=C34)CCO)C)C(=C1)OC